OCC[N+](CCCCCCCCCCCCCCCCCC)(CCO)[O-] Di(hydroxyethyl)stearylamine oxide